6-cyclopropyl-4-(2-fluorophenyl)-1-(methylamino)-3H-pyrido[1,2-c]pyrimidin-3-one C1(CC1)C1=CC=2N(C(=NC(C2C2=C(C=CC=C2)F)=O)NC)C=C1